(E)-4-amino-N-(3-(3-aminoprop-1-yn-1-yl)-4-(2-fluoroprop-1-en-1-yl)phenyl)butanamide NCCCC(=O)NC1=CC(=C(C=C1)\C=C(/C)\F)C#CCN